FC=1C=CC(=C(C(=O)N(C(C)C)C(C)C)C1)OC1=C(N=CN=N1)N1C[C@@H](CC1)CN1CCC2(CC1)CCC(CC2)NC(=O)C2(CC2)OC (S)-5-Fluoro-N,N-diisopropyl-2-((5-(3-((9-(1-methoxycyclopropane-1-carboxamido)-3-azaspiro[5.5]undecane-3-yl)methyl)pyrrolidin-1-yl)-1,2,4-triazine-6-yl)oxy)benzamide